C1(=CC=CC=C1)SC1=CC=C(C=C1)C(CCC)=NO 1-(4-phenylsulfanylphenyl)-butan-1-one oxime